FC1=CC=CC=2C(=C(OC21)CN(C(\C=C\C2=CC1=C(NC([C@H](CC1)N1CCOCC1)=O)N=C2)=O)C)C (S,E)-N-((7-Fluoro-3-methylbenzofuran-2-yl)methyl)-N-methyl-3-(7-morpholino-8-oxo-6,7,8,9-tetrahydro-5H-pyrido[2,3-b]azepin-3-yl)acrylamide